O=C1N(C2=CC=CC=C2C(N1C1=CC=NC=C1)=O)CC1=CC=C(C(=O)NO)C=C1 4-((2,4-dioxo-3-(pyridin-4-yl)-3,4-dihydroquinazolin-1(2H)-yl)methyl)-N-hydroxybenzoamide